C(CCCCCCCC(C)C)OC(C(=C)CC(=O)O)=O.ClC1=C(C=CC(=C1)C(F)(F)F)NC(=O)C1(CCC1)N1N=CC(=C1)NC(=O)C1CCNCC1 N-(1-(1-((2-chloro-4-(trifluoromethyl)phenyl)carbamoyl)cyclobutyl)-1H-pyrazol-4-yl)piperidine-4-carboxamide monoisoundecyl-itaconate